2-pyrazolo[1,5-a]pyridin-6-ylacetonitrile N1=CC=C2N1C=C(C=C2)CC#N